6-Nonynoic acid C(CCCCC#CCC)(=O)O